ClC1=C(COC=2C=C3C(CC(C3=CC2)N2CCC(CC2)C(=O)O)(C)C)C(=CC=C1)Cl 1-(5-((2,6-dichlorobenzyl)oxy)-3,3-dimethyl-2,3-dihydro-1H-inden-1-yl)piperidine-4-carboxylic acid